C(C)(=O)O[C@@H]1[C@H](O[C@@H]([C@@H]([C@H]1OC(C)=O)N=[N+]=[N-])O[C@H]1[C@@H]([C@H]([C@@H](C[C@@H]1N=[N+]=[N-])N=[N+]=[N-])OC(C)=O)O)[C@@H](COC(C)=O)OC(C)=O (2R,3S,4R,5R,6S)-6-(((1R,2S,3S,4R,6S)-3-acetoxy-4,6-diazido-2-hydroxycyclohexyl)oxy)-5-azido-2-((R)-1,2-diacetoxyethyl)tetrahydro-2H-pyran-3,4-diyl diacetate